3-(5-(((trans-3-(3-cyclopropyl-4-(5-fluoro-6-(trifluoromethyl)pyridin-2-yl)-1H-pyrazol-1-yl)cyclobutyl)methyl)amino)-1-oxoisoindolin-2-yl)piperidine-2,6-dione C1(CC1)C1=NN(C=C1C1=NC(=C(C=C1)F)C(F)(F)F)[C@@H]1C[C@H](C1)CNC=1C=C2CN(C(C2=CC1)=O)C1C(NC(CC1)=O)=O